(R)-2-(4,4-dimethyl-1,4-azasilinan-1-yl)-4-(methylsulfonamido)-N-(6-(3,3,3-trifluoro-2-hydroxypropoxy)pyridin-2-yl)benzamide C[Si]1(CCN(CC1)C1=C(C(=O)NC2=NC(=CC=C2)OC[C@H](C(F)(F)F)O)C=CC(=C1)NS(=O)(=O)C)C